Cl.NCC1=NC=C(C=N1)C1=CC=C(C(=N1)OC)NC(=O)C1=C(N=NN1C)C1=CC=CC=C1 (6-(2-(aminomethyl)pyrimidin-5-yl)-2-methoxypyridin-3-yl)-1-methyl-4-phenyl-1H-1,2,3-triazole-5-carboxamide hydrochloride